FC(C1=NC(=NO1)C=1C=C2CC[C@H](C2=CC1)NC(=O)C1=C(C=NO1)C)F (R)-N-(5-(5-(difluoromethyl)-1,2,4-oxadiazol-3-yl)-2,3-dihydro-1H-inden-1-yl)-4-methylisoxazole-5-carboxamide